N-tert-butyl-4-[(Z)-3-fluoro-2-(aminomethyl)allyloxy]benzamide hydrochloride Cl.C(C)(C)(C)NC(C1=CC=C(C=C1)OC\C(=C/F)\CN)=O